N[C@@H]1C=2C(=NC=CC2)CC12CCN(CC2)C=2NC(C1=C(N2)NN=C1C1(CC1)C1=CC=CC=C1)=O (S)-6-(5-amino-5,7-dihydrospiro[cyclopenta[b]pyridine-6,4'-piperidine]-1'-yl)-3-(1-phenylcyclopropyl)-1,5-dihydro-4H-pyrazolo[3,4-d]pyrimidin-4-one